4-(Trifluoro-methyl)benzenethiol FC(C1=CC=C(C=C1)S)(F)F